FC(S(=O)(=O)NC1=CC(=C(C=N1)OC=1N=C(SC1C1=NC(=NC=C1)N[C@H]1CC(CN(C1)C(=O)OC(C)(C)C)(F)F)C)C)F tert-butyl (5S)-5-[[4-[4-[[6-(difluoromethylsulfonylamino)-4-methyl-3-pyridyl]oxy]-2-methyl-thiazol-5-yl]pyrimidin-2-yl]amino]-3,3-difluoro-piperidine-1-carboxylate